CC=1N=NN2C1C1=C(C(CC2)NC2=CC=C(C=C2)O)C=C(C=C1)C=1C=NN(C1)C 4-((1-methyl-9-(1-methyl-1H-pyrazol-4-yl)-6,7-dihydro-5H-benzo[c][1,2,3]triazolo[1,5-a]azepin-7-yl)amino)phenol